di(2-methylpropyl) terephthalate C(C1=CC=C(C(=O)OCC(C)C)C=C1)(=O)OCC(C)C